CC(C(=O)O)(CCC(=O)O)COC(C(C)C)=O.C(C)OC(C(COS(=O)(=O)ON1[C@@H]2CC[C@H](N(C1=O)C2)C(=O)N)(C)C)=O ((2S,5R)-6-(((3-ethoxy-2,2-dimethyl-3-oxopropoxy)sulfonyl)oxy)-7-oxo-1,6-diazabicyclo[3.2.1]octane-2-carboxamide) methyl-((isobutyryloxy)methyl)glutarate